5-nonadecyl-1-octadecylimidazolium tetrakis(pentafluorophenyl)borate FC1=C(C(=C(C(=C1[B-](C1=C(C(=C(C(=C1F)F)F)F)F)(C1=C(C(=C(C(=C1F)F)F)F)F)C1=C(C(=C(C(=C1F)F)F)F)F)F)F)F)F.C(CCCCCCCCCCCCCCCCCC)C1=C[NH+]=CN1CCCCCCCCCCCCCCCCCC